FC1(CCC2=C1N=C(N=C2N2CCN(CC2)OCC(=O)N2CCNCC2)N2[C@H](CC2)C)F (S)-2-((1-(7,7-difluoro-2-(2-methylazetidin-1-yl)-6,7-dihydro-5H-cyclopenta[d]pyrimidin-4-yl)piperazin-4-yl)oxy)-1-(piperazin-1-yl)ethan-1-one